4-((7-Chloro-5-(methyl-d3)-4-oxo-4,5-dihydrothieno[3,2-c]pyridin-3-yl)amino)-6-(cyclopropanecarboxamido)-N-(methyl-d3)nicotinamide ClC=1C2=C(C(N(C1)C([2H])([2H])[2H])=O)C(=CS2)NC2=CC(=NC=C2C(=O)NC([2H])([2H])[2H])NC(=O)C2CC2